dimethoxyheptenyl pentoxymethyl ether C(CCCC)OCOC=CCCCCC(OC)OC